COC=1C=C(C=C(C1)OC)C1=CC(=NN1C1=CC(=CC=C1)N(C)C)COC(C(=O)O)(C)C 2-([5-(3,5-Dimethoxyphenyl)-1-[3-(dimethylamino)phenyl]-1H-pyrazol-3-yl]methoxy)-2-methylpropanoic acid